P(=O)(O)(O)C(O)(C[N+](C)(C)C)P(=O)(O)O di-phospho-choline